((3-((4,5-dimethylthiazol-2-yl)carbamoyl)-4-methylphenyl)amino)propanoic acid CC=1N=C(SC1C)NC(=O)C=1C=C(C=CC1C)NC(C(=O)O)C